C(CCCCCCCCCC=CCCCCCC)(=O)O 11-octadecenoic acid